(Z)-2-((3-benzyl-5-bromopyrazin-2-yl)amino)-3-(5-(trifluoromethyl)furan-2-yl)acrylic acid tert-butyl ester C(C)(C)(C)OC(/C(=C/C=1OC(=CC1)C(F)(F)F)/NC1=NC=C(N=C1CC1=CC=CC=C1)Br)=O